N-(4-(1H-pyrazol-4-yl)phenyl)-2-(3,8-diazabicyclo[3.2.1]oct-8-yl)-6,7-dihydro-5H-pyrrolo[3,4-d]pyrimidin-4-amine N1N=CC(=C1)C1=CC=C(C=C1)NC=1C2=C(N=C(N1)N1C3CNCC1CC3)CNC2